N-[2-(methylamino)ethyl]-[2,3'-bipyridine]-6-carboxamide CNCCNC(=O)C1=CC=CC(=N1)C=1C=NC=CC1